CNS(=O)(=O)C1=CC=C(C=C1)NC(NCC=1C=NC=CC1)=O 3-[4-(methylsulfamoyl)phenyl]-1-(pyridin-3-ylmethyl)urea